5-(8-(1-fluoro-3-azabicyclo[3.1.1]heptan-3-yl)imidazo[1,2-b]pyridazin-6-yl)pyrimidine-2,4(1H,3H)-dione FC12CN(CC(C1)C2)C=2C=1N(N=C(C2)C=2C(NC(NC2)=O)=O)C=CN1